CC=1N=NC=C(C1[C@H](C)OC=1C=C2C(=NNC2=CC1)C=1C=CC(=NC1)N1CC2(CN(C2)C(=O)OC)C1)C methyl 6-[5-[5-[(1S)-1-(3,5-dimethylpyridazin-4-yl)ethoxy]-1H-indazol-3-yl]-2-pyridyl]-2,6-diazaspiro[3.3]heptane-2-carboxylate